benzyl (R)-2-(benzyloxy)-4-(1-((3-cyano-4,5-difluorophenyl)sulfonyl)-N-((5-cyclohexylpyrazin-2-yl)methyl)azetidine-2-carboxamido)benzoate C(C1=CC=CC=C1)OC1=C(C(=O)OCC2=CC=CC=C2)C=CC(=C1)N(C(=O)[C@@H]1N(CC1)S(=O)(=O)C1=CC(=C(C(=C1)F)F)C#N)CC1=NC=C(N=C1)C1CCCCC1